C(CC=C)OC(C1=CC=C(C=C1)CCCC1=CC=C(C=C1)OC)=O 4-[3-(4-methoxyphenyl)propyl]benzoic acid but-3-en-1-yl ester